tert-butyl 3-ethoxy-3-(hydroxymethyl)pyrrolidine-1-carboxylate C(C)OC1(CN(CC1)C(=O)OC(C)(C)C)CO